1,3,5-tris(2,4,6-tribromophenoxy)triazine BrC1=C(ON2NN(CC(=C2)OC2=C(C=C(C=C2Br)Br)Br)OC2=C(C=C(C=C2Br)Br)Br)C(=CC(=C1)Br)Br